C(C=C)(=O)N1C[C@@H]2COC3=C(C(N2CC1)=O)C(=NC(=C3Cl)C3=C(C=CC=C3O)F)N3C(CCC3)(C)C (6aR)-8-acryloyl-4-chloro-1-(2,2-dimethylpyrrolidin-1-yl)-3-(2-fluoro-6-hydroxyphenyl)-6,6a,7,8,9,10-hexahydro-12H-pyrazino[2,1-c]pyrido[3,4-f][1,4]oxazepin-12-one